Aluminaazole [AlH]1N=CC=C1